C(C=C)CP(O)=O allylmethylphosphinic acid